C(C)(C)(C)OC(=O)N1C(CCC2=C(C=C(N=C12)Cl)OC)C 7-chloro-5-methoxy-2-methyl-3,4-dihydro-1,8-naphthyridine-1(2H)-carboxylic acid tert-butyl ester